C(C#C)OC(=O)N[C@H](C(=O)OCC)CCCCNC(=O)OCC#C (S)-ethyl 2,6-bis(((prop-2-yn-1-yloxy)carbonyl)amino)hexanoate